benzyl 4-(4-(4-((5-(tert-butyl)-1,2,4-oxadiazole-3-carboxamido)methyl)-3-methylphenyl)pyrrolo[2,1-f][1,2,4]triazin-6-yl)piperazine-1-carboxylate C(C)(C)(C)C1=NC(=NO1)C(=O)NCC1=C(C=C(C=C1)C1=NC=NN2C1=CC(=C2)N2CCN(CC2)C(=O)OCC2=CC=CC=C2)C